2-(6-amino-5-(8-(2-(3-((2-hydroxyethyl)(methyl)amino)prop-1-yn-1-yl)pyridin-4-yl)-3,8-diazabicyclo[3.2.1]octan-3-yl)pyridazin-3-yl)phenol NC1=C(C=C(N=N1)C1=C(C=CC=C1)O)N1CC2CCC(C1)N2C2=CC(=NC=C2)C#CCN(C)CCO